ethyl 4-oxo-2-thioxo-1,2,3,4-tetrahydropyrrolo[1,2-a][1,3,5]triazine-8-carboxylate O=C1NC(NC=2N1C=CC2C(=O)OCC)=S